bromo-7-(3-fluorobenzyloxy)-2,3-dihydrobenzofuran BrC1OC2=C(C1)C=CC=C2OCC2=CC(=CC=C2)F